ClC=1C=C(C=C(C1OCCCCl)Cl)S(=O)(=O)C1=CC=C(OCC(CS(=O)(=O)CC)O)C=C1 1-(4-((3,5-dichloro-4-(3-chloropropoxy)phenyl)sulfonyl)phenoxy)-3-(ethylsulfonyl)propan-2-ol